[Si](C)(C)(C(C)(C)C)OCCN1CC2(C1)CC(C2)C2=C(C(=CC=C2OC)Cl)Cl 2-(2-((Tert-butyldimethylsilyl)oxy)ethyl)-6-(2,3-dichloro-6-methoxyphenyl)-2-azaspiro[3.3]heptane